tert-butyl 6-oxo-1,7-diazaspiro[4.4]nonane-1-carboxylate O=C1C2(CCCN2C(=O)OC(C)(C)C)CCN1